2-(4-amino-5-(5-cyclopropylisoxazol-3-yl)-7H-pyrrolo[2,3-d]pyrimidin-7-yl)propanenitrile NC=1C2=C(N=CN1)N(C=C2C2=NOC(=C2)C2CC2)C(C#N)C